BrC=1C=C(C=C2CCCOC12)NC(OC(C)(C)C)=O tert-butyl (8-bromochroman-6-yl)carbamate